C(C1=CC=CC=C1)NC1=C2N=CN(C2=NC(=N1)C1=CC=C(C=C1)OCCOC)[C@H]1[C@@H]([C@@H]([C@H](O1)C(=O)NC)O)O (2S,3S,4R,5R)-5-(6-(benzylamino)-2-(4-(2-methoxyethoxy)phenyl)-9H-purin-9-yl)-3,4-dihydroxyl-N-methyltetrahydrofuran-2-carboxamide